N1CCC(CC1)OC1CC(C1)CN1CCN(CC1)C(=O)OCC1=CC=CC=C1 benzyl 4-[[3-(4-piperidyloxy)cyclobutyl]methyl]piperazine-1-carboxylate